3-morpholinoquinoxaline-5-carbonitrile O1CCN(CC1)C=1C=NC=2C=CC=C(C2N1)C#N